4-(hydroxy(1-methyl-1H-indol-5-yl)methyl)-6-methyl-7-oxo-1-tosyl-6,7-dihydro-1H-pyrrolo[2,3-c]pyridine-2-carboxylic acid OC(C=1C2=C(C(N(C1)C)=O)N(C(=C2)C(=O)O)S(=O)(=O)C2=CC=C(C)C=C2)C=2C=C1C=CN(C1=CC2)C